CC(CC1C(NC(N1)=O)=O)S 5-(2-methyl-mercaptoethyl)-hydantoin